NC(C)C1=CC=C(C=N1)N1C[C@@H](CCC1)N(C(OC(C)(C)C)=O)CC1CCC1 tert-butyl ((3R)-1-(6-(1-aminoethyl)pyridin-3-yl)piperidin-3-yl)(cyclobutylmethyl)carbamate